1-[5-(5-acetyl-4,5,6,7-tetrahydro-1H-imidazo[4,5-c]pyridin-2-yl)-2-methyl-4-phenyl-1H-pyrrol-3-yl]ethan-1-one C(C)(=O)N1CC2=C(CC1)NC(=N2)C2=C(C(=C(N2)C)C(C)=O)C2=CC=CC=C2